piperonyl-alpha-nitroacetophenone C(C1=CC=2OCOC2C=C1)C(C(=O)C1=CC=CC=C1)[N+](=O)[O-]